NC1=CC=C(C(=C1C#N)OC1C(CN(CC1)C)(F)F)O[C@@H]1COCC1 6-amino-2-((3,3-difluoro-1-methylpiperidin-4-yl)oxy)-3-(((S)-tetrahydrofuran-3-yl)oxy)benzonitrile